N-([2,2'-bipyridin]-5-ylmethyl)-2-(2-aminopyrimidin-5-yl)-9-ethyl-9H-purin-6-amine N1=C(C=CC(=C1)CNC1=C2N=CN(C2=NC(=N1)C=1C=NC(=NC1)N)CC)C1=NC=CC=C1